ClC(C(=O)N[C@@H]([C@@H](C1=CC=C(C=C1)S(=O)(=O)C)O)CF)Cl 2,2-dichloro-N-{(1s,2r)-1-fluoromethyl-2-hydroxy-2-[4-(methylsulfonyl)phenyl]ethyl}acetamide